5-benzyl-N-(4-(1,3-dimethyl-1H-pyrazol-5-yl)pyridine-2-yl)-4H-1,2,4-triazole-3-carboxamide C(C1=CC=CC=C1)C=1NC(=NN1)C(=O)NC1=NC=CC(=C1)C1=CC(=NN1C)C